[HH].[HH].C=C[CH2].C=C[CH2].[Sn] diallyltin(IV)